C[C@H]1OC2=C(C1)C=CC(=C2)C(C)O 1-((R)-2-methyl-2,3-dihydrobenzofuran-6-yl)ethan-1-ol